(S)-(5-chloro-2,3-dihydrobenzo[b][1,4]dioxin-2-yl)methanol ClC1=CC=CC=2O[C@H](COC21)CO